ClC=1C=C(C(=C(C1)O)C1=C(C2=C(N=N1)N(C=N2)[C@H]2CN(CCC2)C)C)F 5-chloro-3-fluoro-2-(4-methyl-7-((R)-1-methylpiperidin-3-yl)-7H-imidazo-[4,5-c]pyridazin-3-yl)phenol